NC1CC2(CC(C2)OC2=C(C(=O)N)C=CC=N2)C1 2-(((R)-6-aminospiro[3.3]heptan-2-yl)oxy)nicotinamide